C(C=C)(=O)N1[C@@H](CN(CC1)C1=C(C(N(C2=C(C(=C(C=C12)C1CC1)C1=C2C=NNC2=CC=C1C)F)C[C@H]1N(CCC1)C)=O)C#N)C 4-((R)-4-acryloyl-3-methylpiperazin-1-yl)-6-cyclopropyl-8-fluoro-7-(5-methyl-1H-indazol-4-yl)-1-(((S)-1-methylpyrrolidin-2-yl)methyl)-2-oxo-1,2-dihydroquinoline-3-carbonitrile